C(C)(C)(C)OC(=O)NC(CC(=O)O)CN1C(CCC(C1)(F)F)=O 3-((tert-butoxycarbonyl)amino)-4-(5,5-difluoro-2-oxo-piperidine-1-yl)butyric acid